C(C)(C)(C)N1N=C(C(=C1NC1=NC(=CN=C1)C)C#N)C1=CC=C(C=C1)[N+](=O)[O-] 1-tert-butyl-5-[(6-methylpyrazin-2-yl)amino]-3-(4-nitrophenyl)-1H-pyrazole-4-carbonitrile